2,1,3-benzoxadiazol-5-ylmethanol N=1ON=C2C1C=CC(=C2)CO